C(C#C)OC(=O)N1C2CC(CC1CC2)N2CCC1(CC(NC1)=O)CC2 3-(3-oxo-2,8-diazaspiro[4.5]decan-8-yl)-8-azabicyclo[3.2.1]octane-8-carboxylic acid prop-2-yn-1-yl ester